ON=C1C=C(C(C2=CC=CC=C12)=O)N[C@@H](C(=O)NC1=C(C=CC(=C1)OC)OC)CC1=CC=CC=C1 (R)-2-((4-(hydroxyimino)-1-oxo-1,4-dihydronaphthalen-2-yl)amino)-3-phenyl-N-(2,5-dimethoxyphenyl)-propionamide